(S)-5-(t-butoxycarbonyl)-5-azaspiro[2.4]heptan-6-carboxylic acid C(C)(C)(C)OC(=O)N1CC2(CC2)C[C@H]1C(=O)O